3-(1,4-Bis((4-methoxyphenyl)sulfonamido)naphthalen-2-yl)propanoic Acid COC1=CC=C(C=C1)S(=O)(=O)NC1=C(C=C(C2=CC=CC=C12)NS(=O)(=O)C1=CC=C(C=C1)OC)CCC(=O)O